Methyl 3-[3,5-difluoro-4-[(1-methyl-4-piperidyl)oxy]anilino]-5-(methylamino)-6-(3-methylimidazo[4,5-c]pyridin-7-yl)pyrazine-2-carboxylate FC=1C=C(NC=2C(=NC(=C(N2)NC)C=2C3=C(C=NC2)N(C=N3)C)C(=O)OC)C=C(C1OC1CCN(CC1)C)F